4,4-Difluorocyclohexyl 3-oxobutanoate O=C(CC(=O)OC1CCC(CC1)(F)F)C